C(CC=CCCCCC)OC(CCCCC(=O)O)=O 6-(non-3-en-1-yloxy)-6-oxohexanoic acid